1-(5-((1-(cyclohexylmethyl)piperidin-4-yl)methyl)pyrazolo[1,5-a]pyridin-3-yl)dihydropyrimidine-2,4(1H,3H)-dione C1(CCCCC1)CN1CCC(CC1)CC1=CC=2N(C=C1)N=CC2N2C(NC(CC2)=O)=O